3-(N-(2-chloro-5-(trifluoromethyl)phenyl)sulfamoyl)-N-(4-phenylthiazol-2-yl)benzamide ClC1=C(C=C(C=C1)C(F)(F)F)NS(=O)(=O)C=1C=C(C(=O)NC=2SC=C(N2)C2=CC=CC=C2)C=CC1